[Na+].SCCCS(=O)(=O)[O-] 3-mercaptopropylsulfonic acid sodium salt